benzyl (2R,4S)-2-(6-bromoimidazo[1,2-a]pyridin-2-yl)-4-((tert-butyldimethylsilyl)oxy)pyrrolidine-1-carboxylate BrC=1C=CC=2N(C1)C=C(N2)[C@@H]2N(C[C@H](C2)O[Si](C)(C)C(C)(C)C)C(=O)OCC2=CC=CC=C2